N,N-diethylnonylamine C(C)N(CC)CCCCCCCCC